C[C@@H]1CC[C@H]2[C@@H]1[C@@H](OC=C2C)O The molecule is a lactol that is (+)-iridodial lactol in which the configuration of the carbon at position 7 is inverted from S to R. It is a lactol and a monoterpenoid.